N[C@H]1CN(CC1)S(=O)(=O)NC(=O)C=1C(=NC(=CC1)C1=CC(=CC(=C1)OCC(C)C)F)N1C(CCC1)(C)CC1=CC=CC=C1 N-[(3R)-3-Aminopyrrolidin-1-yl]sulfonyl-2-(2-benzyl-2-methyl-pyrrolidin-1-yl)-6-(3-fluoro-5-isobutoxyphenyl)pyridin-3-carboxamid